(1R,2S)-2-[3-{[2,6-dimethyl-4-(2-phenylethoxy)benzoyl]amino}-4-(trifluoromethyl)phenyl]cyclopropanecarboxylic acid CC1=C(C(=O)NC=2C=C(C=CC2C(F)(F)F)[C@@H]2[C@@H](C2)C(=O)O)C(=CC(=C1)OCCC1=CC=CC=C1)C